1-(4-(((2S,4R)-2-methyl-1-propionyl-1,2,3,4-tetrahydroquinolin-4-yl)amino)benzoyl)piperidine-4-carboxylic acid C[C@@H]1N(C2=CC=CC=C2[C@@H](C1)NC1=CC=C(C(=O)N2CCC(CC2)C(=O)O)C=C1)C(CC)=O